CS(=O)(=O)C1=C2C=CNC2=C(C=C1)N 4-(methylsulfonyl)-1H-indol-7-amine